ClC1=C(C=C(OCC(=O)N[C@@H]2CC[C@H](N(C2)C(=O)OC(C)(C)C)C(=O)N(N)C(=O)OCCC(F)(F)F)C=C1)F tert-butyl (2S,5R)-5-[2-(4-chloro-3-fluorophenoxy)acetamido]-2-{N-[(3,3,3-trifluoropropoxy)carbonyl]hydrazinecarbonyl}piperidine-1-carboxylate